C(C)OC(CC(=O)NN1C=NC=C1C(=O)OCC)=O ethyl 1-(3-ethoxy-3-oxopropanamido)-1H-imidazole-5-carboxylate